C(C1=CC=CC=C1)OC1=NC(=CC=C1C1=NN(C2=CC(=CC=C12)N([C@H]1C[C@@H](N(CC1)C(=O)OC(C)(C)C)C)C)C)OCC1=CC=CC=C1 tert-butyl (2S,4R)-4-[[3-(2,6-dibenzyloxy-3-pyridyl)-1-methyl-indazol-6-yl]-methyl-amino]-2-methyl-piperidine-1-carboxylate